N-(3-fluoro-4-((2-(methylthio)-8,9-dihydroimidazo[1',2':1,6]pyrido[2,3-d]pyrimidin-6-yl)oxy)phenyl)acetamide FC=1C=C(C=CC1OC1=CC2=C(N=C(N=C2)SC)N2C1=NCC2)NC(C)=O